ClC1=CC=C(C=C1)C1=NN2C(=NC=3C(=CC=CC3C2=N1)C(F)(F)F)N[C@H]1C(NCCCC1)=O (3R)-3-{[2-(4-chlorophenyl)-7-(trifluoromethyl)[1,2,4]triazolo[1,5-c]quinazolin-5-yl]amino}azepan-2-one